OC(CC[C@H](N)C(=O)O)CN δ-hydroxy-L-lysine